FC1=C(C=C2C(=N1)C(=C(N2)C2=CC(=NC=C2)NC([C@H](C)C2=CC=C(C=C2)F)=O)C2=NC=CC=C2)C |r| (2RS)-N-{4-[5-Fluoro-6-methyl-3-(pyridin-2-yl)-1H-pyrrolo[3,2-b]pyridin-2-yl]pyridin-2-yl}-2-(4-fluorophenyl)propanamid